C(#N)C1=CC=C(C=C1)C1=NC(=NC=C1SC)NC1=CC=C(C(=O)NC2=C(C=CC(=C2)CN2CCN(CC2)C)C)C=C1 4-[4-(4-Cyano-phenyl)-5-methylsulfanyl-pyrimidin-2-ylamino]-N-[2-methyl-5-(4-methyl-piperazin-1-ylmethyl)-phenyl]-benzamid